FC1(NCCC2=C1CNN2)C=O 4-fluoro-3,5,6,7-tetrahydro-2H-pyrazolo[4,3-c]pyridine-4-carbaldehyde